2,2'-bis(diphenylphosphino)-1,1'-binaphthalin C1(=CC=CC=C1)P(C1=C(C2=CC=CC=C2C=C1)C1=C(C=CC2=CC=CC=C12)P(C1=CC=CC=C1)C1=CC=CC=C1)C1=CC=CC=C1